(R)-(5-(2-fluoropropan-2-yl)-1,3,4-oxadiazol-2-yl)(4-(4-isopropylpyrazolo[1,5-a]pyridin-2-yl)-1,4,6,7-tetrahydro-5H-imidazo[4,5-c]pyridin-5-yl)methanone FC(C)(C)C1=NN=C(O1)C(=O)N1[C@H](C2=C(CC1)NC=N2)C2=NN1C(C(=CC=C1)C(C)C)=C2